FC([C@@H]1CCNC1)(F)F |r| trans-(+/-)-[4-(trifluoromethyl)pyrrolidine]